C12(CC(C1)C2)NC(=O)C=2C(N(C1=NC=C(C=C1C2O)C2=CC=C(C=C2)F)CC(OCC)OCC)=O N-(bicyclo[1.1.1]pentan-1-yl)-1-(2,2-diethoxyethyl)-6-(4-fluorophenyl)-4-hydroxy-2-oxo-1,2-dihydro-1,8-naphthyridine-3-carboxamide